BrC1=C(C=CC(=N1)C(=O)NS(=O)(=O)C1=CC=C(C=C1)N1CCN(CC1)CC1=C(CC(CC1)(C)C)C1=CC=C(C=C1)Cl)F 6-bromo-N-([4-[4-[[2-(4-chlorophenyl)-4,4-dimethylcyclohexen-1-yl]methyl]piperazin-1-yl]phenyl]sulfonyl)-5-fluoropyridine-2-carboxamide